Fmoc-4-nitro-L-phenylalanine C(=O)(OCC1C2=CC=CC=C2C2=CC=CC=C12)N[C@@H](CC1=CC=C(C=C1)[N+](=O)[O-])C(=O)O